C(C)C1=C(C=C(C(=C1)OC)CC)O 2,5-Diethyl-4-methoxy-phenol